C(C)(C)(C)OC(=O)N1CCN(CC1)C=1C(=NC(=CC1)Cl)OC 4-(6-chloro-2-methoxypyridin-3-yl)piperazine-1-carboxylic acid tert-butyl ester